6-bromo-2-{2-[(tert-butyldimethylsilyl)oxy]ethyl}-3-(trifluoromethyl)indazole BrC=1C=CC2=C(N(N=C2C1)CCO[Si](C)(C)C(C)(C)C)C(F)(F)F